C(OF)(=O)F fluoro (fluorocarbonate)